2-(3-((2-(7-Bromobenzofuran-5-yl)-2-oxoethyl)(methyl)amino)-2-(methoxymethoxy)phenyl)acetic acid ethyl ester C(C)OC(CC1=C(C(=CC=C1)N(C)CC(=O)C=1C=C(C2=C(C=CO2)C1)Br)OCOC)=O